6-ACETYL-4-OXO-1,4-DIHYDRO-QUINOLINE-3-CARBOXYLIC ACID C(C)(=O)C=1C=C2C(C(=CNC2=CC1)C(=O)O)=O